ClC1=CC=C(C=C1)C1=CN=C(O1)NC=1C=CC(=NC1)C#N 5-((5-(4-chlorophenyl)oxazol-2-yl)amino)pyridinecarbonitrile